2-(4-chloro-3-fluoro-phenoxy)-N-[(3S,6R)-6-[6-(trifluoromethyl)imidazo[1,2-a]pyridin-2-yl]-3-piperidinyl]acetamide ClC1=C(C=C(OCC(=O)N[C@@H]2CN[C@H](CC2)C=2N=C3N(C=C(C=C3)C(F)(F)F)C2)C=C1)F